FC1=CC=C(C=C1)C#CCNC(=O)N1C=NC2=C1C=CC=C2N2CCN(CC2)C N-(3-(4-Fluorophenyl)prop-2-yn-1-yl)-4-(4-methylpiperazin-1-yl)-1H-benzo[d]imidazole-1-carboxamide